C1(CC1)C1=NSC2=C1C=C(C=C2C(=O)O)C(F)(F)F 3-cyclopropyl-5-(trifluoromethyl)-1,2-benzothiazole-7-carboxylic acid